NC=1C=CC(=NC1)CC(=O)NCC1=CC=CC=C1 2-(5-aminopyridin-2-yl)-N-benzylacetamide